BrC1=C(C=C2CCN3C(C2=C1)=C(C=C3C(=O)N(C)[C@@](C)(CC(F)(F)F)C#N)CCC)OC (S)-9-bromo-N-(2-cyano-4,4,4-trifluorobutan-2-yl)-8-methoxy-N-methyl-1-propyl-5,6-dihydropyrrolo[2,1-a]isoquinoline-3-carboxamide